C(=O)C1=C(C=NC=C1)OCC1=C(C=C2N1C=CN=C2)C(=O)N 6-((4-formylpyridin-3-yloxy)methyl)pyrrolo[1,2-a]pyrazine-7-carboxamide